C(C1=CC=CC=C1)C=1N(C=2C(=C3CC[C@@H](N(C3=CC2)C(=O)OC)C)N1)[C@@H]1CS(CCC1)(=O)=O methyl (S)-2-benzyl-3-((S)-1,1-dioxidotetrahydro-2H-thiopyran-3-yl)-7-methyl-3,7,8,9-tetrahydro-6H-imidazo[4,5-f]quinoline-6-carboxylate